2-(6-bromopyridin-2-yl)acetic Acid Methyl Ester COC(CC1=NC(=CC=C1)Br)=O